BrC1=CC=C(C=C1)CN(C)C (4-bromophenyl)-N,N-dimethylmethylamine